C(C)OC(=O)C1=NN(C=2C(N(C=CC21)CC2(CC2)S(=O)(=O)C2CC2)=O)C 6-((1-(cyclopropylsulfonyl)cyclopropyl)methyl)-1-methyl-7-oxo-6,7-dihydro-1H-pyrazolo[3,4-c]pyridine-3-carboxylic acid ethyl ester